1,5-dihydroxy-naphthalene OC1=CC=CC2=C(C=CC=C12)O